C(C)(C)(C)OOC1(CC=C(C=C1)OOC(C)(C)C)C(C)C 1,4-bis-t-butylperoxycumene